methyl-p-methoxycinnamaldehyde CC(C=O)=CC1=CC=C(C=C1)OC